N-(3-((2-((1S,5R)-6-oxa-2-azabicyclo[3.2.1]octan-2-yl)pyrimidin-4-yl)amino)-5-isopropyl-8-((2R,3S)-2-methyl-3-((methylsulfonyl)methyl)azetidin-1-yl)isoquinolin-6-yl)acrylamide [C@@H]12N(CC[C@@H](OC1)C2)C2=NC=CC(=N2)NC=2N=CC1=C(C=C(C(=C1C2)C(C)C)NC(C=C)=O)N2[C@@H]([C@H](C2)CS(=O)(=O)C)C